[I-].[I-].[I-].[I-].CN1C(OC2=C1C=CC=C2)C=C2C=C[NH2+]C1=CC=CC=C21.CN2C(OC1=C2C=CC=C1)C=C1C=C[NH2+]C2=CC=CC=C12 bis[4-[(3-methylbenzo-1,3-oxazol-2-yl)methylidene]-1,4-dihydroquinolinium] tetraiodide